FC1=CC(=C(C(=C1)C(C)C)CC(=O)NS(=O)(=O)C1=NN(C(=C1)C(C)(C)O)C1=CC=CC=C1)C(C)C 2-(4-fluoro-2,6-diisopropylphenyl)-N-(5-(2-hydroxypropan-2-yl)-1-phenyl-1H-pyrazol-3-ylsulfonyl)acetamide